2,3-dichloropropionic acid ClC(C(=O)O)CCl